3,5-bis(N,N-dimethylaminoformyloxy)benzyl chloride CN(C)C(=O)OC=1C=C(CCl)C=C(C1)OC(=O)N(C)C